((5R,9S)-3-(3-Chlorophenyl)-2-methyl-4,5,6,7,8,9-hexahydro-2H-5,9-epiminocycloocta[c]pyrazol-10-yl)(1-(3-fluorophenyl)-1H-1,2,4-triazol-3-yl)methanone ClC=1C=C(C=CC1)C1=C2C(=NN1C)[C@@H]1CCC[C@H](C2)N1C(=O)C1=NN(C=N1)C1=CC(=CC=C1)F